FC=1C(=C(C2=C(CN3[C@@H](CO2)CN(CC3)C(=O)OC(C)(C)C)C1)F)C1=C(C=CC=C1C(F)(F)F)OC tert-butyl (12aR)-8,10-difluoro-9-[2-methoxy-6-(trifluoromethyl) phenyl]-3,4,12,12a-tetrahydro-6H-pyrazino[2,1-c][1,4]benzooxazepine-2(1H)-carboxylate